2-(((3S,4R)-3-hydroxytetrahydro-2H-pyran-4-yl)amino)-5-(trifluoromethyl)pyrrolo[2,1-f][1,2,4]triazine-6-carbonitrile O[C@@H]1COCC[C@H]1NC1=NN2C(C=N1)=C(C(=C2)C#N)C(F)(F)F